5-fluoro-1-((2R,3S,4R,5R)-3-fluoro-4-hydroxy-5-(2-hydroxyethyl)-5-(hydroxymethyl)tetrahydrofuran-2-yl)pyrimidine-2,4(1H,3H)-dione FC=1C(NC(N(C1)[C@@H]1O[C@@]([C@H]([C@@H]1F)O)(CO)CCO)=O)=O